4-((6-(trifluoromethyl)pyridin-3-yl)oxy)benzonitrile FC(C1=CC=C(C=N1)OC1=CC=C(C#N)C=C1)(F)F